tert-butyl-1H-imidazole-1-carboxamide methyl-4-(7-(3,4-dimethoxyphenyl)pyrazolo[1,5-a]pyrimidine-2-carboxamido)-2-methylbenzoate COC(C1=C(C=C(C=C1)NC(=O)C1=NN2C(N=CC=C2C2=CC(=C(C=C2)OC)OC)=C1)C)=O.C(C)(C)(C)C=1N(C=CN1)C(=O)N